6'-Chloro-1'-(2-(1,1-difluoroethyl)-6-methylpyrimidin-4-yl)-1',2'-dihydrospiro[cyclopropane-1,3'-pyrrolo[3,2-c]pyridine] ClC1=CC2=C(C=N1)C1(CN2C2=NC(=NC(=C2)C)C(C)(F)F)CC1